[Au].OC(=O)CCCC[C@@H]1SC[C@@H]2NC(=O)N[C@H]12 anti-Biotin gold